Br.Br.FC1=C(C=CC(=C1)F)\N=C(/N)\SCC1=C(C=C(C(=C1)Cl)Cl)CSC(N)=NC1=C(C=C(C=C1)F)F (4,5-Dichloro-1,2-phenylene)bis(methylene) (E,E)-bis(N'-(2,4-difluorophenyl)carbamimidothioate) dihydrobromide